(3R)-1-[4-chloro-1-[4-(1,1-difluoroethyl)phenyl]sulfonyl-indazol-3-yl]-4,4-difluoro-pyrrolidin-3-ol ClC1=C2C(=NN(C2=CC=C1)S(=O)(=O)C1=CC=C(C=C1)C(C)(F)F)N1C[C@H](C(C1)(F)F)O